2-(azepan-1-yl)-N-(4-(cis-bicyclo[3.1.0]hex-3-yloxy)-3,5-difluorophenyl)-5-ethyl-oxazole-4-carboxamide N1(CCCCCC1)C=1OC(=C(N1)C(=O)NC1=CC(=C(C(=C1)F)OC1CC2CC2C1)F)CC